C(C)NC(=O)N1CCC(CC1)C(C)N1CC(C1)C=1C=C(C=2N(C1)C(=NC2F)C)C2=C(C=C(C=C2)F)C(N(C(C)C)CC)=O N-ethyl-4-{1-[3-(8-{2-[ethyl(isopropyl)carbamoyl]-4-fluorophenyl}-1-fluoro-3-methylimidazo[1,5-a]pyridin-6-yl)azetidine-1-yl]ethyl}piperidine-1-carboxamide